benzyl (3R,4R)-3-azido-4-fluoro-pyrrolidine-1-carboxylate N(=[N+]=[N-])[C@@H]1CN(C[C@H]1F)C(=O)OCC1=CC=CC=C1